1,3-bis(octanoyloxy)propan-2-yl (3-(((3-(dimethylamino)propoxy)carbonyl)oxy)pentadecyl) succinate C(CCC(=O)OCCC(CCCCCCCCCCCC)OC(=O)OCCCN(C)C)(=O)OC(COC(CCCCCCC)=O)COC(CCCCCCC)=O